O1CCN(CC1)C1=C2C=C(NC2=NC=N1)C1=CC=C(C=C1)NC(=O)[C@H]1CN(CC1)C1CCNCC1 N-[p-(4-morpholino-1H-1,5,7-triazainden-2-yl)phenyl]-(R)-1-(4-piperidyl)-3-pyrrolidinecarboxamide